(R)-methyl 2-amino-3-methylbutanoate hydrochloride Cl.N[C@@H](C(=O)OC)C(C)C